N-(3-(3-chloro-2-(4-(((3-fluoropropyl)amino)methyl)-3-methoxyphenyl)pyridin-4-yl)-2-methylphenyl)-5-((methylamino)methyl)picolinamide ClC=1C(=NC=CC1C=1C(=C(C=CC1)NC(C1=NC=C(C=C1)CNC)=O)C)C1=CC(=C(C=C1)CNCCCF)OC